FC(C=1C=NC(=NC1)N1CCN(CC1)C(=O)C1CCN(CC1)N1C(C=CC=C1)=O)(F)F (4-(4-(5-(trifluoromethyl)pyrimidin-2-yl)piperazine-1-carbonyl)piperidin-1-yl)pyridin-2(1H)-one